Amino sulfate S(=O)(=O)(ON)[O-]